OC=1C=C(OCCN2N=NC(=C2)CN/2C(\C=C\C(C\C=C(\CC\C=C2/C)/C)(C)C)=O)C=CC1C(\C=C\C1=CC=C(C=C1)C(C)C)=O (3E,7E,11E)-1-[[1-[2-[3-Hydroxy-4-[(E)-3-(4-propan-2-ylphenyl)prop-2-enoyl]phenoxy]ethyl]triazol-4-yl]methyl]-5,5,8,12-tetramethyl-1-azacyclododeca-3,7,11-trien-2-one